8-(4-chlorobenzyl-sulfonyl)-1,3,7-trimethyl-1H-purine-2,6(3H,7H)-dione ClC1=CC=C(CS(=O)(=O)C2=NC=3N(C(N(C(C3N2C)=O)C)=O)C)C=C1